ClC(C)OC(N(C)[C@H]1CC[C@H](C2=CC=CC=C12)C1=CC(=C(C=C1)Cl)Cl)=O ((1S,4S)-4-(3,4-dichlorophenyl)-1,2,3,4-tetrahydronaphthalen-1-yl)(methyl)carbamic acid 1-chloroethyl ester